(2R,3S,4S,5S)-4-[[3-[6-(Difluoromethyl)-2-methoxy-3-pyridyl]-4,5-dimethyl-5-(trifluoromethyl)tetrahydrofuran-2-carbonyl]amino]pyridin-2-carboxamid FC(C1=CC=C(C(=N1)OC)[C@H]1[C@@H](O[C@@]([C@H]1C)(C(F)(F)F)C)C(=O)NC1=CC(=NC=C1)C(=O)N)F